NC1=C2C(=NC=N1)N(N=C2C2=CC=C(C(=O)NC)C=C2)C(CC)C2=NC1=CC=C(C=C1C(N2C2CC2)=O)F 4-(4-amino-1-(1-(3-cyclopropyl-6-fluoro-4-oxo-3,4-dihydro-quinazolin-2-yl)propyl)-1H-pyrazolo[3,4-d]pyrimidin-3-yl)-N-methylbenzamide